(3,5-di-tert-butyl-4-Hydroxybenzyl)aniline C(C)(C)(C)C=1C=C(CNC2=CC=CC=C2)C=C(C1O)C(C)(C)C